N-(4-(2-((4-aminobicyclo[2.2.2]octan-1-yl)amino)quinazolin-6-yl)-2-fluorophenyl)-2-chlorobenzenesulfonamide NC12CCC(CC1)(CC2)NC2=NC1=CC=C(C=C1C=N2)C2=CC(=C(C=C2)NS(=O)(=O)C2=C(C=CC=C2)Cl)F